ClS(=O)(=O)OCC(C(=O)OCCC)(C)C propyl 3-((chlorosulfonyl) oxy)-2,2-dimethylpropionate